BrC1=NN(C=C1)CC#N 2-(3-bromo-1H-pyrazol-1-yl)acetonitrile